ClC1=C(C(=CC=C1)F)C1=C(C(=C(C=C1OC(C(F)(F)F)C)C1N(CC1CF)C(=O)N)F)C(N)=O (2-chloro-6-fluorophenyl-(carbamoyl)-2-fluoro-5-((1,1,1-trifluoropropan-2-yl)oxy)phenyl)-3-(fluoromethyl)azetidine-1-carboxamide